6-(3-amino-6-(3-((ethyl(methyl)amino)methyl)-4-methoxy-5-methylphenyl)-5-fluoropyrazin-2-yl)-4-fluoroisoquinolin-1(2H)-one NC=1C(=NC(=C(N1)F)C1=CC(=C(C(=C1)C)OC)CN(C)CC)C=1C=C2C(=CNC(C2=CC1)=O)F